N-(5-((1-(3-((6-bromopyridin-2-yl)oxy)propyl)-1H-benzo[d][1,2,3]triazol-6-yl)ethynyl)-8-(methylamino)-2,7-naphthyridin-3-yl)cyclopropanecarboxamide BrC1=CC=CC(=N1)OCCCN1N=NC2=C1C=C(C=C2)C#CC2=C1C=C(N=CC1=C(N=C2)NC)NC(=O)C2CC2